sodium bistriflimide [N-](S(=O)(=O)C(F)(F)F)S(=O)(=O)C(F)(F)F.[Na+]